C1(=CC=CC2=CC=CC=C12)C1(C(=O)OC(C1)CC)C1=CC=CC2=CC=CC=C12 α,α-dinaphthyl-γ-caprolactone